FC1=CC=C(C=C1)C(=O)N1[C@@H](C=2N(CC1)C(=NC2C2=CC=C(C=C2)F)C2=NC(=NS2)C)C (R)-(4-fluorophenyl)(1-(4-fluorophenyl)-8-methyl-3-(3-methyl-1,2,4-thiadiazol-5-yl)-5,6-dihydroimidazo[1,5-a]Pyrazin-7(8H)-yl)methanone